C(C)N1C2=CC=C(C=C2C=2C=C(C=CC12)C(=O)C1=C(C=C(C=C1)OC(COC)C)C)[N+](=O)[O-] (Z)-(9-ethyl-6-nitro-9H-carbazol-3-yl)(4-((1-methoxypropane-2-yl)oxy)-2-methylphenyl)methanone